(R)-3-(1-aminoethyl)-6-chloroquinolin N[C@H](C)C=1C=NC2=CC=C(C=C2C1)Cl